2-[4-([1,2,4]triazolo[1,5-a]pyridin-7-yl)phenyl]acetic acid N=1C=NN2C1C=C(C=C2)C2=CC=C(C=C2)CC(=O)O